(S)-4-Bromo-N-(3,3-dimethyl-1-(pyrrolidin-1-yl)butan-2-yl)-N-methylbenzamide BrC1=CC=C(C(=O)N(C)[C@H](CN2CCCC2)C(C)(C)C)C=C1